Ethyl (1s,5r)-3-(8-cyanoquinolin-5-yl)-5-(trifluoromethyl)-3-azabicyclo[3.1.0]hexane-1-carboxylate C(#N)C=1C=CC(=C2C=CC=NC12)N1C[C@@]2(C[C@@]2(C1)C(F)(F)F)C(=O)OCC